tert-butyl (e)-5-amino-4-(5-(6-(but-1-en-1-yl)pyridin-2-yl)-1-oxoisoindolin-2-yl)-5-oxopentanoate NC(C(CCC(=O)OC(C)(C)C)N1C(C2=CC=C(C=C2C1)C1=NC(=CC=C1)\C=C\CC)=O)=O